4-(methylamino)pyridinemethanol CNC1=CC(=NC=C1)CO